7-chloro-1,3-dihydro-2H-imidazo[4,5-b]pyridin-2-one ClC1=C2C(=NC=C1)NC(N2)=O